FC1=CC=C(C=C1)CN(C1=C(C(=NN1C(=O)C=1SC=CC1)C1N(CCNC1)C(=O)N(C)C)C)C 2-(5-{[(4-Fluorophenyl)methyl](methyl)amino}-4-methyl-1-(thiophen-2-carbonyl)-1H-pyrazol-3-yl)-N,N-dimethylpiperazin-1-carboxamid